C1=CC=C(C=C1)C(=O)N[C@H](CCC[NH+]=C(N)N)C(=O)NC2=CC=C(C=C2)[N+](=O)[O-] The molecule is conjugate acid of N-benzoyl-D-arginine-4-nitroanilide arsing from protonation of the side-chain guanidine function of the arginine residue. It is a conjugate acid of a N-benzoyl-D-arginine-4-nitroanilide.